C1(CCC1)C=1C=CC(=NC1)N=C(C1=CC=CC=C1)C1=CC=CC=C1 N-(5-cyclobutylpyridin-2-yl)-1,1-diphenylmethanimine